4-(8-((2,6-diethoxy-4'-fluoro-[1,1'-biphenyl]-4-yl)methyl)-3-oxo-2,8-diazaspiro[4.5]dec-2-yl)benzoic acid C(C)OC1=C(C(=CC(=C1)CN1CCC2(CC(N(C2)C2=CC=C(C(=O)O)C=C2)=O)CC1)OCC)C1=CC=C(C=C1)F